BrC=1C=C(C=C(C1)C(C)(C)C)C(C(F)(F)F)(C(F)(F)F)O 2-(3-bromo-5-(tert-butyl)phenyl)-1,1,1,3,3,3-hexafluoropropan-2-ol